4-(acetylphenyl)piperazine C(C)(=O)C1=C(C=CC=C1)N1CCNCC1